1'-(ethylenediimino)dipropan-2-ol C(CNCC(C)O)NCC(C)O